(1S,3R)-6,7-dichloro-8-methoxy-1,3-dimethyl-2,3-dihydro-1H-pyrrolo[3,4-c]quinoline hydrochloride Cl.ClC1=C(C(=CC=2C3=C(C=NC12)[C@H](N[C@H]3C)C)OC)Cl